FC1=C(C(=O)N(C2=NC=CC3=CC(=CC=C23)C(=C)C)[C@H]2CNCCC2)C=CC(=C1)C=1N=NN(C1)C (R)-2-fluoro-4-(1-methyl-1H-1,2,3-triazol-4-yl)-N-(piperidin-3-yl)-N-(6-(prop-1-en-2-yl)isoquinolin-1-yl)benzamide